CC1(CC(C[C@H](N)C(=O)O)=CC(=C1OC1=CC=C(C=C1)O)C)C(C)C 3,5-dimethyl-3-isopropyl-L-thyronine